4-[8-(4-methoxycyclohexyl)-2-methylsulfonyl-7-oxo-pyrido[2,3-d]pyrimidin-6-yl]-8-methyl-2,3-dihydroquinoxaline-1-carboxylic acid benzyl ester C(C1=CC=CC=C1)OC(=O)N1CCN(C2=CC=CC(=C12)C)C1=CC2=C(N=C(N=C2)S(=O)(=O)C)N(C1=O)C1CCC(CC1)OC